3-(2,6-bis(benzyloxy)pyridin-3-yl)-7-(4-(4-((1r,4s)-4-(3-bromo-2-methylphenoxy)cyclohexyl)-2-methylbutan-2-yl)piperazin-1-yl)-1-methyl-1H-indazole C(C1=CC=CC=C1)OC1=NC(=CC=C1C1=NN(C2=C(C=CC=C12)N1CCN(CC1)C(C)(CCC1CCC(CC1)OC1=C(C(=CC=C1)Br)C)C)C)OCC1=CC=CC=C1